FC=1C=C(C=C(C1)F)CN1N=CC(=C1)C1=NC=2N3C(N(C(C2N1)=O)CCC)=NC=C3 2-[1-[(3,5-Difluorophenyl)methyl]pyrazol-4-yl]-5-propyl-3H-imidazo[2,1-b]purin-4-on